C(C1=CC=CC=C1)NC(N(C1=NC=C(C=C1)C=1C=NN(C1)C)[C@@H]1CC[C@H](CC1)NC1=NC=C(C(=N1)C1=NN(C(=C1)C)C)C#N)=O 3-benzyl-1-(trans-4-((5-cyano-4-(1,5-dimethyl-1H-pyrazol-3-yl)pyrimidin-2-yl)amino)-cyclohexyl)-1-(5-(1-methyl-1H-pyrazol-4-yl)pyridin-2-yl)urea